2-(5-amino-1H-pyrrolo[3,2-b]pyridin-4-ium-4-yl)-1-(4-chlorophenyl)ethanone NC1=CC=C2C(=[N+]1CC(=O)C1=CC=C(C=C1)Cl)C=CN2